4-[1,8-diazaspiro[5.5]undecan-8-yl]-1H-pyrrolo[2,3-b]pyridin N1CCCCC12CN(CCC2)C2=C1C(=NC=C2)NC=C1